N4-cyclopentyl-2-(p-tolyl)-N5-sec-butyl-pyrimidine-4,5-diamine C1(CCCC1)NC1=NC(=NC=C1NC(C)CC)C1=CC=C(C=C1)C